C1(=CC=CC=C1)P1CCCCC1 Phenyl-phosphinane